7-(4-chlorophenyl)-8-(2-(fluoromethyl)-6-methylpyridin-4-yl)-[1,2,4]triazolo[4,3-c]pyrimidin-5-amine ClC1=CC=C(C=C1)C1=C(C=2N(C(=N1)N)C=NN2)C2=CC(=NC(=C2)C)CF